[Cl-].[Cl-].[Co+2] The molecule is a cobalt salt in which the cobalt metal is in the +2 oxidation state and the counter-anion is chloride. It is used as an indicator for water in desiccants. It has a role as a two-colour indicator, an allergen, a calcium channel blocker and a sensitiser. It is a cobalt salt and an inorganic chloride. It contains a cobalt(2+).